3-(5-((4-(3-((4-((3-chloro-4-fluorophenyl)amino)-7-methoxyquinazolin-6-yl)oxy)propyl)piperazin-1-yl)methyl)-4-fluoro-1-oxoisoindolin-2-yl)piperidine-2,6-dione ClC=1C=C(C=CC1F)NC1=NC=NC2=CC(=C(C=C12)OCCCN1CCN(CC1)CC=1C(=C2CN(C(C2=CC1)=O)C1C(NC(CC1)=O)=O)F)OC